C(C)(C)(C)P(C(C)(C)C)C(C)(C)C tri-(tert-butyl)phosphine